NCC=1C=NC(=NC1)C1=C(C=C(C#N)C=C1)C(=O)C1=NC(=NC(=C1)N1CCOCC1)C 4-[5-(aminomethyl)pyrimidin-2-yl]-3-(2-methyl-6-morpholin-4-ylpyrimidine-4-carbonyl)benzonitrile